methyl 3-(4-((2-(4-(((5-(trifluoromethyl)-1H-indol-2-yl)methyl)amino)butoxy)ethyl)amino)-1H-indazol-6-yl)propanoate FC(C=1C=C2C=C(NC2=CC1)CNCCCCOCCNC1=C2C=NNC2=CC(=C1)CCC(=O)OC)(F)F